FC1=CC=C(CN(C(=O)NCC2=CC=C(C=C2)OCC(C)C)CC2CCN(CC2)C)C=C1 1-(4-Fluorobenzyl)-1-((1-methylpiperidin-4-yl)methyl)-3-(4-isobutoxyphenylmethyl)urea